N-(3-chloro-4-fluorophenyl)-7-(hept-6-yn-1-oxy)-6-aminoquinazolin-4-amine ClC=1C=C(C=CC1F)NC1=NC=NC2=CC(=C(C=C12)N)OCCCCCC#C